Cyclopropanecarboxylic acid [4-(2-{4-[3-(5-tert-butyl-isoxazol-3-yl)-ureido]-3-fluoro-phenyl}-ethyl)-pyridin-2-yl]-amide C(C)(C)(C)C1=CC(=NO1)NC(NC1=C(C=C(C=C1)CCC1=CC(=NC=C1)NC(=O)C1CC1)F)=O